5,7-dibromo-3-methyl-1-(oxetan-3-yl)-1H-pyrazolo[4,3-b]Pyridine BrC1=CC(=C2C(=N1)C(=NN2C2COC2)C)Br